(3aS,4S,6aS)-2,2-dimethyl-6-oxo-N-(pyrrolo[1,2-b]pyridazin-2-yl)tetrahydro-4H-[1,3]dioxolo[4,5-c]pyrrole-4-carboxamide CC1(O[C@@H]2[C@@H](C(N[C@@H]2C(=O)NC=2C=CC=3N(N2)C=CC3)=O)O1)C